CC(C(CCO)O)CC 4-methyl-1,3-hexanediol